{[5-(4-methylphenyl)-1-phenyl-1H-pyrazol-3-yl]oxy}acetic acid CC1=CC=C(C=C1)C1=CC(=NN1C1=CC=CC=C1)OCC(=O)O